N-((1s,3s)-3-(6-((3-((1-(2-((2-(2,6-dioxopiperidin-3-yl)-1,3-dioxoisoindolin-4-yl)oxy)acetyl)piperidin-4-yl)methoxy)benzyl)amino)-9H-purin-9-yl)cyclobutyl)-6-methylpicolinamide O=C1NC(CC[C@@H]1N1C(C2=CC=CC(=C2C1=O)OCC(=O)N1CCC(CC1)COC=1C=C(CNC2=C3N=CN(C3=NC=N2)C2CC(C2)NC(C2=NC(=CC=C2)C)=O)C=CC1)=O)=O